4,4'-((((4R,5R)-2,2-dimethyl-1,3-dioxolane-4,5-diyl)bis(methylene))bis(azanediyl))bis(3-nitrobenzamide) CC1(O[C@@H]([C@H](O1)CNC1=C(C=C(C(=O)N)C=C1)[N+](=O)[O-])CNC1=C(C=C(C(=O)N)C=C1)[N+](=O)[O-])C